(methylamino)-1,3-dioxan CNC1OCCCO1